FC1(CN(CC[C@H]1NC1=NN2C(C(=N1)OC)=C(C=C2)C=2C=CC=1N(C2)C(=CN1)C(=O)NC)C)F (R)-6-(2-((3,3-difluoro-1-methylpiperidin-4-yl)amino)-4-methoxypyrrolo[2,1-f][1,2,4]triazin-5-yl)-N-methylimidazo[1,2-a]pyridine-3-carboxamide